Ethyl (5-(6,7-difluoro-4-oxo-3,4-dihydrophthalazin-1-yl)-7-methyl-1H-benzimidazol-2-yl)carbamate FC=1C=C2C(NN=C(C2=CC1F)C1=CC2=C(NC(=N2)NC(OCC)=O)C(=C1)C)=O